6-(2-(m-Tolyl)-5,6-dihydro-4H-pyrrolo[1,2-b]pyrazol-3-yl)quinoxaline C1(=CC(=CC=C1)C=1C(=C2N(N1)CCC2)C=2C=C1N=CC=NC1=CC2)C